O[C@]1(C[C@H]2CC[C@H]3[C@@H]4CCC[C@@H]([C@]4(CC[C@@H]3[C@H]2CC1)C)CNC(C1=CC=CC=C1)=O)C N-(((1S,4aS,4bR,6aR,8R,10aS,10bR,12aS)-8-hydroxy-8,12a-dimethyloctadecahydrochrysen-1-yl)methyl)benzamide